C(CCCCCCCCCCCCCCC)(=O)OCC(CCCCCCCCCC)CCCCCCCC 2-Octyldodecyl palmitate